(2S,3S)-3-Amino-2-ethyltetrahydrofuran N[C@@H]1[C@@H](OCC1)CC